NCC1=NNC(C2=CC=C(C=C12)C=1C=NN(C1)C)=O 4-(aminomethyl)-6-(1-methyl-1H-pyrazol-4-yl)phthalazin-1(2H)-one